5-[6-[4-[2-[4-[4-[(2,6-dioxo-3-piperidyl)amino]phenyl]-1-piperidyl]ethyl]piperazin-1-yl]-3-pyridyl]-3-[3-[[ethyl(methyl)sulfamoyl]amino]-2,6-difluoro-benzoyl]-1H-pyrrolo[2,3-b]pyridine O=C1NC(CCC1NC1=CC=C(C=C1)C1CCN(CC1)CCN1CCN(CC1)C1=CC=C(C=N1)C=1C=C2C(=NC1)NC=C2C(C2=C(C(=CC=C2F)NS(N(C)CC)(=O)=O)F)=O)=O